4-([3-[3-(4-chlorophenyl)-4-phenyl-4,5-dihydropyrazol-1-yl]-4-methyl-5-oxo-1,2,4-triazol-1-yl]methyl)benzamide ClC1=CC=C(C=C1)C1=NN(CC1C1=CC=CC=C1)C1=NN(C(N1C)=O)CC1=CC=C(C(=O)N)C=C1